1-(5-(3-chloro-4-cyclopropylphenyl)-4,6-dimethyl-2,3-dihydro-1H-inden-1-yl)-3-methylazetidin-3-ol ClC=1C=C(C=CC1C1CC1)C=1C(=C2CCC(C2=CC1C)N1CC(C1)(O)C)C